5-chloro-4',4'-difluoro-2-methyl-7,8-dihydro-6H-spiro[[1,3]oxazolo[5,4-f]quinazoline-9,1'-cyclohexan]-7-one ClC=1C=C2C(=C3C1NC(NC31CCC(CC1)(F)F)=O)OC(=N2)C